N1C=C(C2=CC=CC=C12)CC(CCCC)C1=C(N=C2N1CCN(C2)C2CC(OCC2)C)C(=O)N (1-(1H-indol-3-yl)hexane-2-yl)-7-(2-methyltetrahydro-2H-pyran-4-yl)-5,6,7,8-tetrahydroimidazo[1,2-a]pyrazine-2-carboxamide